(4-{[2-(4-chlorophenyl)imidazo[1,2-a]pyridin-3-yl]methyl}piperazin-1-yl)(2-methoxyphenyl)methanone ClC1=CC=C(C=C1)C=1N=C2N(C=CC=C2)C1CN1CCN(CC1)C(=O)C1=C(C=CC=C1)OC